butylethylnonane C(CCC)C(CCCCCCCC)CC